ClC(Cl)[SiH2]C1=CC=CC=C1 Dichloromethyl-phenyl-Silane